C[C@@H]1[C@H](C[C@H]2C[C@@]13C=C(C(=O)C=C3O2)OC)C4=CC5=C(C=C4)OCO5 The molecule is a neolignan with formula C20H20O5 that is isolated from Magnolia sprengeri and Piper wallichii. It has a role as a plant metabolite. It is a bridged compound, a member of benzodioxoles, an organic heterotricyclic compound, an enol ether, an enone, a neolignan, a cyclic ketone and a ring assembly.